N-(2-((tert-butyldimethylsilyl)oxy)-2-(6-fluoro-5-formylisoquinolin-8-yl)ethyl)methanesulfonamide [Si](C)(C)(C(C)(C)C)OC(CNS(=O)(=O)C)C=1C=C(C(=C2C=CN=CC12)C=O)F